The molecule is a sesquiterpene consisting of a bicyclo[3.1.1]hept-2-ene skeleton substituted at positions 2 and 6 by methyl groups and at position 6 by a 4-methylpent-3-en-1-yl group. It has a role as a plant metabolite and a volatile oil component. It is a bridged compound, a sesquiterpene and a polycyclic olefin. CC1=CCC2CC1C2(C)CCC=C(C)C